1-((benzyloxy)carbonyl)-4,4-difluoro-3-methylpyrrolidine-3-carboxylic acid C(C1=CC=CC=C1)OC(=O)N1CC(C(C1)(F)F)(C(=O)O)C